tert-butyl N-[(3S)-1-[(3-methyl-5-{4-[4-(oxetan-3-yl)piperazin-1-yl]phenyl}thiophen-2-yl)carbonyl]pyrrolidin-3-yl]carbamate CC1=C(SC(=C1)C1=CC=C(C=C1)N1CCN(CC1)C1COC1)C(=O)N1C[C@H](CC1)NC(OC(C)(C)C)=O